1-(3,5-dichlorophenyl)-3-(2-azaspiro[3.3]heptan-6-yl)urea ClC=1C=C(C=C(C1)Cl)NC(=O)NC1CC2(CNC2)C1